dimethylethyl-methoxymethyl-ammonium C[N+](COC)(CC)C